4-(Cyclohexylamino)-N-methyl-3-(2-(1-(methylsulfonyl)pyrrolidin-3-yl)-2H-tetrazol-5-yl)benzenesulfonamide C1(CCCCC1)NC1=C(C=C(C=C1)S(=O)(=O)NC)C=1N=NN(N1)C1CN(CC1)S(=O)(=O)C